C(C1=CC=CC=C1)OC1=C2N=CNC2=NC(=N1)NC(C(C)C)=O 6-(benzyloxy)-N-(2-methylpropanoyl)-9H-purin-2-amine